CC1=NC=C(N=C1)OCC1(CC1)C(F)(F)F methyl-5-[[1-(trifluoromethyl)cyclopropyl]methoxy]pyrazin